NC/C=C/CN1C(=NC=2C1=NC=C(C2)C(=O)N)NC(=O)C2=CC(=NN2CC)C (E)-3-(4-aminobut-2-en-1-yl)-2-(1-ethyl-3-methyl-1H-pyrazole-5-carboxamido)-3H-imidazo[4,5-b]pyridine-6-carboxamide